N(=[N+]=[N-])C1=C(C(=O)O)C=C(C(=C1)OCC1=CC=CC=C1)C1OCCO1 2-azido-4-(benzyloxy)-5-(1,3-dioxolan-2-yl)benzoic acid